CC(C[C@@H](C(=O)OCC1=CC=CC=C1)NC1=CC=CC=C1)C (S)-Benzyl 4-Methyl-2-(Phenylamino)Pentanoate